ethyl 2-(5,5-dimethyl-1,3,2-dioxaborinane-2-yl)benzoate CC1(COB(OC1)C1=C(C(=O)OCC)C=CC=C1)C